CS(=O)(=O)OC1=C2C=C(NC2=CC=C1)C(=O)OC methyl 4-(methanesulfonyloxy)-1H-indole-2-carboxylate